C(C)(C)(C)OC(=O)N1[C@@H](C[C@H](C1)F)C(NC1=CC=C(C=C1)Br)=O (2S,4R)-2-((4-bromophenyl)carbamoyl)-4-fluoropyrrolidine-1-carboxylic acid tert-butyl ester